(R)-N-(3,3-difluoro-1-methylpiperidin-4-yl)-5-(1-(2-fluoroethyl)-1H-benzo[d][1,2,3]triazol-6-yl)-4-(methoxy-d3)pyrrolo[2,1-f][1,2,4]triazin-2-amine FC1(CN(CC[C@H]1NC1=NN2C(C(=N1)OC([2H])([2H])[2H])=C(C=C2)C=2C=CC1=C(N(N=N1)CCF)C2)C)F